FC1=C(C=C(C=C1)NC(=O)C1=C(N(C(=C1C)C(C(=O)NC(C)C=1OC(=NN1)C)=O)C)C)C N-(4-fluoro-3-methylphenyl)-1,2,4-trimethyl-5-(2-((1-(5-methyl-1,3,4-oxadiazol-2-yl)ethyl)amino)-2-oxoacetyl)-1H-pyrrole-3-carboxamide